BrC1=CC=CC=2C(=NOC21)N(S(=O)(=O)C2=C(C=CC(=C2)CC)OC)CC2=C(C=C(C=C2)OC)OC N-(7-bromobenzo[d]isoxazol-3-yl)-N-(2,4-dimethoxybenzyl)-5-ethyl-2-methoxybenzenesulfonamide